CN1N(CC=C1)C 1,2-dimethylpyrazole